2-Methyl-2-(((4-phenylbutanoyl)oxy)methyl)propane-1,3-diyl bis(5-(1,2-dithiolan-3-yl)pentanoate) S1SC(CC1)CCCCC(=O)OCC(COC(CCCCC1SSCC1)=O)(COC(CCCC1=CC=CC=C1)=O)C